(Z)-1-(2-fluoro-4-(1-(5-(trifluoromethoxy)pyridin-2-yl)-1H-1,2,4-triazol-3-yl)phenyl)-3-(3-(5-methyl-2-(trifluoromethyl)phenyl)-4-oxothiazolidin-2-ylidene)urea FC1=C(C=CC(=C1)C1=NN(C=N1)C1=NC=C(C=C1)OC(F)(F)F)NC(=O)\N=C\1/SCC(N1C1=C(C=CC(=C1)C)C(F)(F)F)=O